N-(1,2,3,5,6,7-hexahydro-s-indacen-4-ylcarbamoyl)-2-methyl-1,2,3,4-tetrahydro-isoquinoline-7-sulfonimidamide C1CCC2=C(C=3CCCC3C=C12)NC(=O)NS(=O)(=N)C1=CC=C2CCN(CC2=C1)C